BrC(C)C=1C=CC=C2C(C=C(OC12)SCC)=O 8-(1-bromoethyl)-2-ethylsulfanyl-chromen-4-one